C(CC\C=C/CCCC)C1CCCC(O1)=O 6-[(Z)-non-4-enyl]oxan-2-one